methyl-N-octadecyl-4-(octadecyloxy)anilinium [tetrakis(pentafluorophenyl)borate] FC1=C(C(=C(C(=C1[B-](C1=C(C(=C(C(=C1F)F)F)F)F)(C1=C(C(=C(C(=C1F)F)F)F)F)C1=C(C(=C(C(=C1F)F)F)F)F)F)F)F)F.C[NH+](C1=CC=C(C=C1)OCCCCCCCCCCCCCCCCCC)CCCCCCCCCCCCCCCCCC